FC1=C(OC2=C(C#N)C=C(C(=C2)N2C(NC(=CC2=O)C(F)(F)F)=O)F)C=CC(=C1)F 2-(2,4-Difluorophenoxy)-4-[2,6-dioxo-4-(trifluoromethyl)-3,6-dihydropyrimidin-1(2H)-yl]-5-fluorobenzonitrile